NC1=NNC=2C1=NC(=CC2)C2=C(C=C(C=C2)S(=O)(=O)NC2CC(C2)(F)F)C 4-(3-amino-1H-pyrazolo[4,3-b]pyridin-5-yl)-N-(3,3-difluorocyclobutyl)-3-methylbenzenesulfonamide